4-(2-isopropyl-4-methylthiazol-5-yl)-N-(5-morpholinopyridin-2-yl)pyrimidin-2-amine C(C)(C)C=1SC(=C(N1)C)C1=NC(=NC=C1)NC1=NC=C(C=C1)N1CCOCC1